(R)-1-((S)-2-aminopropyl)-1,7,8,9-tetrahydropyrano[2,3-g]indazol-8-ol N[C@H](CN1N=CC2=CC=C3C(=C12)C[C@H](CO3)O)C